CC(=O)CC1=CC(=CC(=O)O1)O The molecule is a member of the class of 2-pyranones that is 2H-pyran-2-one which is substituted at positions 4 and 6 by hydroxy and acetonyl groups, respectively. It has a role as a fungal metabolite. It is a member of 2-pyranones and a ketone.